Br(=O)(=O)O.N=1C=NN2C1C=CC(=C2)C(C(=O)C2=NC(=CC=C2)C)Br ([1,2,4]triazolo[1,5-a]pyridin-6-yl)-2-bromo-1-(6-methylpyridin-2-yl)ethanone bromate